Cl.NC1=C(C(=NC=N1)NC1=CC(=C2N(C1=O)C1(NC2=O)CCCCC1)Cl)C 6'-((6-amino-5-methylpyrimidin-4-yl)amino)-8'-chloro-2'H-spiro[cyclohexane-1,3'-imidazo[1,5-a]pyridine]-1',5'-dione hydrochloride